tert-butyl (S)-3-((4-(3,3-dimethylbutanoyl)-1,2,3,4-Tetrahydroquinoxaline-1-carboxamido)methyl)pyrrolidine-1-carboxylate CC(CC(=O)N1CCN(C2=CC=CC=C12)C(=O)NC[C@H]1CN(CC1)C(=O)OC(C)(C)C)(C)C